2-imidazoline chloride [Cl-].N1C=NCC1